4-fluoro-3-(1-methyl-1H-pyrazol-5-yl)phenol FC1=C(C=C(C=C1)O)C1=CC=NN1C